7-benzyl-1-methyl-8-((trimethylsilyl)ethynyl)-4H,6H-benzo[e][1,2,4]triazolo[3,4-c][1,4]oxazepine C(C1=CC=CC=C1)C1=C(C=CC=2N3C(COCC21)=NN=C3C)C#C[Si](C)(C)C